CN(C)C(C[SiH2]C1=CC=C(C=C1)C(=C)C)N(C)C bis(dimethylamino)ethyl-(4-isopropenylphenyl)silane